1-cyclohexyl-2-oxo-7-(trifluoromethyl)-1,2-dihydroquinoline-3-carboxylate C1(CCCCC1)N1C(C(=CC2=CC=C(C=C12)C(F)(F)F)C(=O)[O-])=O